(S)-N-((1R,2R)-1-(3-chloro-4-isopropoxyphenyl)-1-hydroxy-3-(pyrrolidin-1-yl)propan-2-yl)-1-(4-chlorophenyl)pyrrolidine-3-carboxamide ClC=1C=C(C=CC1OC(C)C)[C@H]([C@@H](CN1CCCC1)NC(=O)[C@@H]1CN(CC1)C1=CC=C(C=C1)Cl)O